(4,7-Dichloro-6-(4-((4-(hydroxymethyl)piperidin-1-yl)methyl)phenyl)-2H-indazol-2-yl)-2-((R)-6-fluoro-6,7-dihydro-5H-pyrrolo[1,2-c]imidazol-1-yl)-N-(thiazol-2-yl)acetamide ClC=1C2=CN(N=C2C(=C(C1)C1=CC=C(C=C1)CN1CCC(CC1)CO)Cl)C(C(=O)NC=1SC=CN1)C1=C2N(C=N1)C[C@@H](C2)F